ICCOCCOCC(=O)N 2-(2-(2-iodoethyloxy)ethoxy)acetamide